2-(2-((((9H-fluoren-9-yl)methoxy)carbonyl)amino)acetamido)-5-(tert-butoxy)-5-oxopentanoic acid C1=CC=CC=2C3=CC=CC=C3C(C12)COC(=O)NCC(=O)NC(C(=O)O)CCC(=O)OC(C)(C)C